C(C)(C)(C)C1=NC=C(C=C1)B1OC(C(O1)(C)C)(C)C 2-tert-butyl-5-(4,4,5,5-tetramethyl-1,3,2-dioxaborolan-2-yl)pyridine